COOCCCCCCCCCC decyloxy methyl ether